C(CCCCC)OC(CCCCCCC(CC)OC(C(C)(C)C)=O)OCCCCCC 10,10-dihexyloxy-3-pivaloyloxy-decane